Cl.FC(C=1C(=C2CCNCC2=C(C1)O[C@@H]1[C@H]([C@H]([C@@H](C1)N1C=CC2=C1N=CN=C2C)O)O)F)F (1S,2S,3S,5R)-3-((6-(difluoromethyl)-5-fluoro-1,2,3,4-tetrahydroisoquinolin-8-yl)oxy)-5-(4-methyl-7H-pyrrolo[2,3-d]pyrimidin-7-yl)cyclopentane-1,2-diol hydrochloride salt